D-2,4-difluorophenylalanine FC1=C(C[C@@H](N)C(=O)O)C=CC(=C1)F